1-(bromomethyl)-2-fluoro-3-nitro-benzene BrCC1=C(C(=CC=C1)[N+](=O)[O-])F